COC1=CC2=C(SC(=C2)B(O)O)C=C1 5-METHOXYBENZO[B]THIOPHENE-2-BORONIC ACID